FC1=CC=C(C=C1)C(CN1C=NC=C1)=O (4-fluorophenyl)-2-(1H-imidazol-1-yl)ethan-1-one